FC1=C(C(=C(C=C1OC)OC)F)N1C(N(C2=C(C1)C=NC(=C2)CNC(C=C)=O)C(C)C)=O N-((3-(2,6-difluoro-3,5-dimethoxyphenyl)-1-isopropyl-2-oxo-1,2,3,4-tetrahydropyrido[4,3-d]pyrimidin-7-yl)methyl)acrylamide